N-(((trans-2-(phenylethynyl)cyclohexyl)oxy)carbonyl)-O-(trans-3-(2-(5,6,7,8-tetrahydro-1,8-naphthyridin-2-yl)ethyl)cyclobutyl)homoserine C1(=CC=CC=C1)C#C[C@H]1[C@@H](CCCC1)OC(=O)N[C@@H](CCO[C@@H]1C[C@H](C1)CCC1=NC=2NCCCC2C=C1)C(=O)O